(5R)-4-hydroxy-1,5-dimethyl-2-oxo-6,7-dihydro-5H-cyclopenta[b]pyridine-3-carboxylic acid ethyl ester C(C)OC(=O)C1=C(C2=C(N(C1=O)C)CC[C@H]2C)O